C1=2C=3C=CC(C(C3C=C3C=CC=4C=CC=C(C=C1)C4C23)O)O pentacyclo[10.6.2.02,7.09,19.016,20]icosa-1(19),2(7),3,8,10,12(20),13,15,17-nonaene-5,6-diol